C1(=CC=CC=C1)C=1NC(=C(N1)C1=CC=CC=C1)C1=CC=CC=C1 2,4,5-triphenyl-1H-imidazole